7-(4-hydroxybutyl)-3,4-dihydro-2H-1,8-naphthyridine-1-carboxylic acid tert-butyl ester C(C)(C)(C)OC(=O)N1CCCC2=CC=C(N=C12)CCCCO